FC1=C2C=CC=NC2=C(C=C1)NS(=O)(=O)C=1C=NN(C1)C N-(5-fluoro-quinolin-8-yl)-1-meth-yl-1H-pyrazole-4-sulfonamide